OCCN1CCN(CC1)CCCC(=O)OCC#CC1=CC(=CC(=C1)CCCCCCCCCCCCCCC)OCCCCCCCCCC 3-(3-(decyloxy)-5-pentadecylphenyl)prop-2-yn-1-yl 4-(4-(2-hydroxyethyl)piperazin-1-yl)butanoate